The molecule is a very long-chain fatty acyl-CoA that results from the formal condensation of the thiol group of coenzyme A with the carboxy group of docosanoic (behenic) acid. It derives from a docosanoic acid. It is a conjugate acid of a docosanoyl-CoA(4-). CCCCCCCCCCCCCCCCCCCCCC(=O)SCCNC(=O)CCNC(=O)[C@@H](C(C)(C)COP(=O)(O)OP(=O)(O)OC[C@@H]1[C@H]([C@H]([C@@H](O1)N2C=NC3=C(N=CN=C32)N)O)OP(=O)(O)O)O